tetrabutylammonium hydroxide hydrate O.[OH-].C(CCC)[N+](CCCC)(CCCC)CCCC